tert-Butyl 4-[(6-bromohexanoyl)amino]piperidine-1-carboxylate BrCCCCCC(=O)NC1CCN(CC1)C(=O)OC(C)(C)C